[I-].C(C)(C)C1=C(OC(=O)OC[N+]2=CC(=CC=C2)C(=O)OC)C(=CC=C1)C(C)C 1-((((2,6-diisopropylphenoxy)carbonyl)oxy)methyl)-3-(methoxycarbonyl)pyridin-1-ium iodide